1-(4-((2-(2,3-dihydrobenzo[b][1,4]dioxin-6-yl)pyrrolidin-1-yl)methyl)phenyl)-1H-pyrazole O1C2=C(OCC1)C=C(C=C2)C2N(CCC2)CC2=CC=C(C=C2)N2N=CC=C2